ClC=1C=CC(=C(C1)C1=NN2C(C=NCC2)=C1C1=CC=NC=C1)F 2-(5-chloro-2-fluorophenyl)-3-(pyridin-4-yl)-6,7-dihydropyrazolo[1,5-a]pyrazin